O=C1NC(CCC1N1C(C2=CC=C(C=C2C1=O)C1(CCN(CC1)CC1=CC=NC2=CC=CC=C12)O)=O)=O 2-(2,6-dioxopiperidin-3-yl)-5-(4-hydroxy-1-(quinolin-4-ylmethyl)piperidin-4-yl)isoindoline-1,3-dione